P(=O)(O)(O)O[C@H]1[C@@H]([C@H]([C@H](OCCNC(C[C@@H](CCCCCCCCCCC)OC(CCCCCCCCCCCCC)=O)=O)O[C@@H]1CO)NC(C[C@@H](CCCCCCCCCCC)OC(CCCCCCCCCCCCC)=O)=O)OC(C[C@@H](CCCCCCCCCCC)OC(CCCCCCCCCCCCC)=O)=O 2-[(R)-3-tetradecanoyloxy-tetradecanoyl-amino]Ethyl 2-deoxy-4-O-phosphono-3-O-[(R)-3-tetradecanoyloxy-tetradecanoyl]-2-[(R)-3-tetradecanoyloxy-tetradecanoyl-amino]-β-D-glucopyranoside